(4-methylphenyl)magnesium bromide CC1=CC=C(C=C1)[Mg]Br